CS(=O)(=O)OCC=1C(=NC=CC1C)SC1(CC1)F {2-[(1-Fluorocyclopropyl)sulfanyl]-4-methylpyridin-3-yl}methyl methanesulfonate